4-(4-(2-(2-aminopyridin-3-yl)-5-phenyl-3H-imidazo[4,5-b]pyridin-3-yl)benzamido)-3-fluorobenzoic acid NC1=NC=CC=C1C1=NC=2C(=NC(=CC2)C2=CC=CC=C2)N1C1=CC=C(C(=O)NC2=C(C=C(C(=O)O)C=C2)F)C=C1